(S)-8-((1,1-difluoropropan-2-yl)oxy)-7-(1H-pyrazol-4-yl)-N-(tetrahydro-2H-pyran-4-yl)-[1,2,4]triazolo[1,5-a]pyridin-2-amine FC([C@H](C)OC=1C=2N(C=CC1C=1C=NNC1)N=C(N2)NC2CCOCC2)F